ClC=1C=NN(C1C=1C=C(SC1)C(=O)N)C 4-(4-chloro-1-methyl-1H-pyrazol-5-yl)thiophene-2-carboxamide